2-(6-(((1R,3s,5S)-8-azabicyclo[3.2.1]octan-3-yl)(methyl)amino)pyridazin-3-yl)-5-(4-methyl-1H-imidazol-1-yl)phenol [C@H]12CC(C[C@H](CC1)N2)N(C2=CC=C(N=N2)C2=C(C=C(C=C2)N2C=NC(=C2)C)O)C